(1S)-1-(2-pyrimidin-2-yl-1,2,4-triazol-3-yl)ethanamine N1=C(N=CC=C1)N1N=CN=C1[C@H](C)N